(7-(2-(4-(6-fluorobenzothiophen-4-yl)piperazin-1-yl)ethyl)-2-oxo-3,4-dihydroquinoline-1(2H)-yl)methyl behenate C(CCCCCCCCCCCCCCCCCCCCC)(=O)OCN1C(CCC2=CC=C(C=C12)CCN1CCN(CC1)C1=CC(=CC2=C1C=CS2)F)=O